((6-chloro-4-fluoropyridin-3-yl)ethynyl)tetrahydro-2H-pyran-3-ol ClC1=CC(=C(C=N1)C#CC1OCCCC1O)F